COC/C(=C/CC/C(=C/C=C)/C)/C (3E,7E)-9-Methoxy-4,8-dimethylnona-1,3,7-triene